C(C1=CC=CC=C1)OC1=NC(=CC=C1C1=NN(C2=NC(=CC=C21)Cl)C)OCC2=CC=CC=C2 3-(2,6-bis(benzyloxy)pyridin-3-yl)-6-chloro-1-methyl-1H-pyrazolo[3,4-b]pyridine